S1C(=NC2=C1C=CC=C2)C2=CC=C(C=C2)NC2=CC=C(C=C2)C2=CC=CC1=CC=CC=C21 (4-benzothiazol-2-yl-phenyl)-(4-naphthalen-1-yl-phenyl)amine